FC1=C(C(=C(C(=C1C[B-](CC1=C(C(=C(C(=C1F)F)F)F)F)(CC1=C(C(=C(C(=C1F)F)F)F)F)CC1=C(C(=C(C(=C1F)F)F)F)F)F)F)F)F tetrakis-(pentafluoro-benzyl)-borat